COC([C@@H](N(CC)C1=NC(=NC(=C1[N+](=O)[O-])C)Cl)C)=O (2-chloro-6-methyl-5-nitropyrimidin-4-yl)-N-ethyl-L-alanine methyl ester